NC1=C(C=C(C=C1)N1CCC2(CCN(CC2)C(=O)OC(C)(C)C)CC1)F tert-butyl 9-(4-amino-3-fluorophenyl)-3,9-diazaspiro[5.5]undecane-3-carboxylate